C1OCC12CCN(CC2)C2=NN1C(N=CC=C1)=C2C(=O)O (2-oxa-7-azaspiro[3.5]non-7-yl)pyrazolo[1,5-a]pyrimidine-3-carboxylic acid